NC1OC2=C(OC1)C=CC=C2N2CCN(CC2)C 3-Amino-5-(4-methylpiperazin-1-yl)-2,3-dihydro-1,4-benzodioxine